2-oxo-3-(phenethylamino)pyrazin O=C1NC=CN=C1NCCC1=CC=CC=C1